ClC1=C(C=C2C(C(NC2=C1)=O)=C(C1=CC(=NO1)OCCN1CCOCC1)O)C1=CC=C(C=C1)C1=C(C(=CC=C1)OC)O 6-chloro-5-[4-(2-hydroxy-3-methoxy-phenyl)phenyl]-3-[hydroxy-[3-(2-morpholinoethoxy)isoxazol-5-yl]methylene]indolin-2-one